N1C=NC(=C1)CCCNC1=NNC2=CC=CC(=C12)C1=C(C=C(C=C1)C=1CCCCC1)OC N-(3-(1H-imidazol-4-yl)propyl)-4-(3-methoxy-2',3',4',5'-tetrahydro-[1,1'-biphenyl]-4-yl)-1H-indazol-3-amine